4-[1-(4-Amino-5-methyl-7H-pyrrolo[2,3-d]pyrimidin-7-yl)ethyl]-2-azetidin-3-yl-6-chloro-3-ethoxybenzonitrile NC=1C2=C(N=CN1)N(C=C2C)C(C)C2=C(C(=C(C#N)C(=C2)Cl)C2CNC2)OCC